C1(CCCC(CCCCC1)=O)=O cyclodecane-1,5-dione